pyrazol-1-carboxamide N1(N=CC=C1)C(=O)N